(Z)-2-(5-(aminomethyl)-1H-indol-3-yl)-3-(4-methoxypyridin-3-yl)acrylonitrile NCC=1C=C2C(=CNC2=CC1)/C(/C#N)=C/C=1C=NC=CC1OC